NC1=NC=2C=CC(=CC2C2=C1SC=C2)C(=O)N([C@H](COC)C2CC2)CC=2N=NC(=CC2)Br 4-amino-N-((6-bromo-3-pyridazinyl)methyl)-N-((1S)-1-cyclopropyl-2-methoxyethyl)thieno[2,3-c]quinoline-8-carboxamide